C(C)(C)(C)OC(=O)N1CCC(CC1)OCCCCCC#C.C(C)(C)(C)C1=CC=C(C(=O)SC2=CC=C(C=C2)C2=CC=C(C=C2)[S+](C2=CC=C(C=C2)C)C2=CC=C(C=C2)C)C=C1 4-[4-(4-tert-butylbenzoyl)thiophenyl]phenyl-di-p-tolylsulfonium Tert-butyl-4-hept-6-ynoxypiperidine-1-carboxylate